4-methyl-1,2,4-triazine-5(4H)-one CN1C=NN=CC1=O